4-Amino-5-nitro-N-(4-(trifluoromethoxy)phenyl)-2-(trifluoromethyl)benzenesulfonamide NC1=CC(=C(C=C1[N+](=O)[O-])S(=O)(=O)NC1=CC=C(C=C1)OC(F)(F)F)C(F)(F)F